Cl.O=C1NC(CC[C@@H]1NC1=CC(=C(C=C1)N1CCC(CC1)(O)CC(=O)O)F)=O 2-[1-[4-[[(3S)-2,6-dioxo-3-piperidyl]amino]-2-fluoro-phenyl]-4-hydroxy-4-piperidyl]acetic acid hydrochloride